C(C)(C)(C)OC(=O)N1CC(N(CC1)C(C1=CC=C(C=C1)F)C1=CC=C(C=C1)F)C(C(C)C)=O 4-(Bis(4-fluorophenyl)methyl)-3-isobutyrylpiperazine-1-carboxylic acid tert-butyl ester